tert-butyl ((1-(methylsulfonyl)-1H-pyrazol-3-yl)methyl)carbamate CS(=O)(=O)N1N=C(C=C1)CNC(OC(C)(C)C)=O